NC1=CC=C(OC2=CC=C(C=C2)CO)C=C1 (4-(4-aminophenoxy)phenyl)methanol